C(CCCCCC\C=C/C\C=C/CCCCC)C(O[Si](OCCCCCCN1CCCCC1)(C)C)OCCCCCCCC\C=C/C\C=C/CCCCC 1-((20Z,23Z)-10-((8Z,11Z)-heptadeca-8,11-dien-1-yl)-8,8-dimethyl-7,9,11-trioxa-8-silanonacosa-20,23-dien-1-yl)piperidine